C(=O)(OC(C)(C)C)N[C@H](CC1=CC=CC=C1)C=O N-BOC-D-PHENYLALANINAL